CC(CC=1C=C(C(=CC1)O)O)C(CC=1C=C(C(=CC1)O)O)C 4,4'-(2,3-Dimethylbutane-1,4-diyl)dibenzene-1,2-diol